C(C)(C)(C)C1=CC(=NC=C1)C(=O)N 4-(tert-butyl)picolinamide